1-cyclopropyl-3-(2,6-difluoro-3,5-dimethoxyphenyl)-1,3,4,7-tetrahydro-2H-pyrazolo[4',3':5,6]pyrido[4,3-d]pyrimidin-2-one C1(CC1)N1C(N(CC2=C1C1=C(N=C2)NN=C1)C1=C(C(=CC(=C1F)OC)OC)F)=O